CC1C(C)O1 2-Buten oxid